1-(tritylsulfanylmethyl)hexyl propanoate C(CC)(=O)OC(CCCCC)CSC(C1=CC=CC=C1)(C1=CC=CC=C1)C1=CC=CC=C1